[Fe](C#N)C#N.[Ni].[Cu] copper nickel iron cyanide